(3,3-difluorocycloprop-1-ene-1-yl)benzene FC1(C=C1C1=CC=CC=C1)F